CN1C([C@H](CC1)N)=O (S)-1-methyl-2-oxo-pyrrolidin-3-amine